6,7-difluoro-3,4-dihydronaphthalen-1(2H)-one FC=1C=C2CCCC(C2=CC1F)=O